CCCCCCCCCCCCCCCCCCCCCCCCCCCCCCCCCCCCCCCCCCCCCCCCCCCCCCCCCCCCCCCCCCCCCC heptacontane